triacetoxypseudouridine C(C)(=O)O[C@@]1([C@]([C@@](O[C@@H]1CO)(C1=CNC(=O)NC1=O)OC(C)=O)(O)OC(C)=O)O